ClC1=NC=C(C(=C1)N1C(C(=C(C=C1C)OCC1=NC=C(C=C1F)F)Cl)=O)CC 2',3-dichloro-5'-ethyl-4-((3,5-difluoropyridin-2-yl)methoxy)-6-methyl-2H-[1,4'-bipyridin]-2-one